(S)-3-(1-(5-(difluoromethoxy)-6-ethoxypyridin-2-yl)-2-(methylsulfonyl)ethyl)-7-methyl-6-(o-tolyl)-1H-imidazo[4,5-b]pyridin-2(3H)-one FC(OC=1C=CC(=NC1OCC)[C@@H](CS(=O)(=O)C)N1C(NC=2C1=NC=C(C2C)C2=C(C=CC=C2)C)=O)F